((6-Oxoundecane-1,11-diyl)bis(sulfanediyl))bis(octane-1,2-diyl) dinonanoate C(CCCCCCCC)(=O)OC(CSCCCCCC(CCCCCSCC(CCCCCC)OC(CCCCCCCC)=O)=O)CCCCCC